(3s,10R,13R,17R)-3-(1H-imidazol-4-yl)propionic acid N1C=NC(=C1)CCC(=O)O